N-(3-phenylnaphthyl)-2-(ferrocenyl)-indole C1(=CC=CC=C1)C=1C=C(C2=CC=CC=C2C1)N1C(=CC2=CC=CC=C12)[C-]1C=CC=C1.[CH-]1C=CC=C1.[Fe+2]